2-amino-2-(pyridin-3-yl)acetonitrile NC(C#N)C=1C=NC=CC1